(1s,4s)-1-Methyl-4-((5-(pyrazolo[1,5-a]pyrimidin-5-yl)-7H-pyrrolo[2,3-d]pyrimidin-2-yl)amino)cyclohexan-1-ol CC1(CCC(CC1)NC=1N=CC2=C(N1)NC=C2C2=NC=1N(C=C2)N=CC1)O